2-(3-(3-pyridyl)-5-(phenanthren-9-yl)-phenyl)-4,6-diphenyl-1,3,5-triazine N1=CC(=CC=C1)C=1C=C(C=C(C1)C=1C2=CC=CC=C2C=2C=CC=CC2C1)C1=NC(=NC(=N1)C1=CC=CC=C1)C1=CC=CC=C1